8'-chloro-5'-[2-fluoro-6-(2H-tetrazol-5-yl)phenoxyl]1'H-spiro[cyclohexane-1,4'-quinazolin]-2'(3'H)-one ClC=1C=CC(=C2C3(NC(NC12)=O)CCCCC3)OC3=C(C=CC=C3C=3N=NNN3)F